C(C)C=1N=C2N(C=C(C(=C2)F)N2CCNCC2)C1N(C=1SC(=C(N1)C1=CC=C(C=C1)F)C#N)C 2-[(2-Ethyl-7-fluoro-6-piperazin-1-yl-imidazo[1,2-a]pyridin-3-yl)-methyl-amino]-4-(4-fluoro-phenyl)-thiazole-5-carbonitrile